ClN1C=2C=CC=CC2C2=CC=C(C=C2C1C(C)C)C 5-chloro-6-isopropyl-8-methylphenanthridine